dimethyl 3-(3-ethylureido)thiophene-2,5-dicarboxylate C(C)NC(NC1=C(SC(=C1)C(=O)OC)C(=O)OC)=O